FC1=C(C(=CC=C1[N+](=O)[O-])F)COC1=CC=2N(N=C1)C=NC2C(F)(F)F 3-[(2,6-difluoro-3-nitrophenyl)methoxy]-5-(trifluoromethyl)imidazo[1,5-b]pyridazine